Cl.ClC1=C(C=C(C=C1)F)COC=1C(=NC=C(C1)C=1C=C2N(N1)CC[C@]21CNCC1)N |r| (rac)-3-[(2-chloro-5-fluorophenyl)methoxy]-5-[5',6'-dihydrospiro[pyrrolidine-3,4'-pyrrolo[1,2-b]pyrazol]-2'-yl]pyridin-2-amine-hydrochloride salt